FC1=C(C(=C2C=NNC2=C1NC(C)C)C=1N=CC=2N(C1)C=C(N2)NC(=O)[C@H]2[C@H](C2)F)C(=O)OC methyl 6-fluoro-4-(2-((1S,2S)-2-fluorocyclopropane-1-carboxamido)imidazo[1,2-a]pyrazin-6-yl)-7-(isopropylamino)-1H-indazole-5-carboxylate